C1(CC1)C1=NN=C(O1)CNC(=O)[C@H]1N(C[C@@H](C1)O)C([C@H](C(C)(C)C)N1N=NC(=C1)C1CC1)=O (2S,4R)-N-[(5-cyclopropyl-1,3,4-oxadiazol-2-yl)methyl]-1-[(2S)-2-(4-cyclopropyltriazol-1-yl)-3,3-dimethyl-butanoyl]-4-hydroxy-pyrrolidine-2-carboxamide